1,4-bis(propyl-dihydroxysilyl)benzene C(CC)[Si](C1=CC=C(C=C1)[Si](O)(O)CCC)(O)O